N1N=NC2=C1C=C(C=C2)\C=C/2\C(N(C(S2)=O)CC2=CC(=CC=C2)O)=O (5Z)-5-[(1H-1,2,3-benzotriazol-6-yl)methylidene]-3-[(3-hydroxyphenyl)methyl]-1,3-thiazolidine-2,4-dione